C(C1=CC=CC=C1)OC1=CC(=C(C=C1C)C(C#N)(C(F)(F)F)C)Cl 2-(4-benzyloxy-2-chloro-5-methyl-phenyl)-3,3,3-trifluoro-2-methyl-propanenitrile